1-(5-bromo-2-morpholinophenyl)-N,N-dimethylmethanamine BrC=1C=CC(=C(C1)CN(C)C)N1CCOCC1